C(C1=CC=CC=C1)C1=C(SC=2N3C(COCC21)=NN=C3C)C#CC=3C=NN(C3)CCCCOC3=C2CN(C(C2=CC=C3)=O)C3C(NC(CC3)=O)=O 3-(4-(4-(4-((3-Benzyl-9-methyl-4H,6H-thieno[2,3-e][1,2,4]triazolo[3,4-c][1,4]oxazepin-2-yl)ethynyl)-1H-pyrazol-1-yl)butoxy)-1-oxoisoindolin-2-yl)piperidin-2,6-dion